ClC1=NC(=C(C(=O)NC2=C(C=CC=C2F)Cl)C=C1F)O[C@H](C(F)(F)F)C (S)-6-chloro-N-(2-chloro-6-fluorophenyl)-5-fluoro-2-((1,1,1-trifluoropropan-2-yl)oxy)nicotinamide